C12C(C3CC(CC(C1)C3)C2)NC(CN2S(N(CCC2)CC#C)(=O)=O)=O N-(adamantan-2-yl)-2-(1,1-dioxido-6-(prop-2-yn-1-yl)-1,2,6-thiadiazinane-2-yl)acetamide